1-(1-benzyl-2-oxoquinoxalin-6-yl)-3-tert-butylurea C(C1=CC=CC=C1)N1C(C=NC2=CC(=CC=C12)NC(=O)NC(C)(C)C)=O